BrC=1SC=C(N1)C(=O)OCC(C)C iso-Butyl 2-bromothiazole-4-carboxylate